2-(4-chlorophenyl)-1-(6-(3-methylphenethyl)-2,6-diazaspiro[3.3]heptan-2-yl)ethanone ClC1=CC=C(C=C1)CC(=O)N1CC2(C1)CN(C2)CCC2=CC(=CC=C2)C